dinitrocrotonate [N+](=O)([O-])\C(=C(/C(=O)[O-])\[N+](=O)[O-])\C